1,4-dimethyl-2-(4-(methylsulfonyl)phenyl)-6-(4-(4-(tetrahydro-2H-pyran-4-yl)piperazin-1-yl)phenyl)-1H-benzo[d]imidazole CN1C(=NC2=C1C=C(C=C2C)C2=CC=C(C=C2)N2CCN(CC2)C2CCOCC2)C2=CC=C(C=C2)S(=O)(=O)C